C1(CC1)[C@H](C)NC1=NN2C(C=N1)=C(C=C2)C2=NC1=CC=CN=C1C=C2 (S)-N-(1-cyclopropylethyl)-5-(1,5-naphthyridin-2-yl)pyrrolo[2,1-f][1,2,4]triazin-2-amine